CN(C)\C=C/1\N(CCC(C1=O)(C)C)C(=O)OC(C)(C)C tert-butyl (2E)-2-(dimethyl aminomethylene)-4,4-dimethyl-3-oxo-piperidine-1-carboxylate